methyl N-[5-({4-[(2S)-2-{[8-(6-chloro-5-fluoropyridin-2-yl)quinazolin-4-yl]amino}propyl]piperazin-1-yl}sulfonyl)-4-methyl-1,3-thiazol-2-yl]carbamate ClC1=C(C=CC(=N1)C=1C=CC=C2C(=NC=NC12)N[C@H](CN1CCN(CC1)S(=O)(=O)C1=C(N=C(S1)NC(OC)=O)C)C)F